(E)-3-(3-Chloro-4-hydroxyphenyl)-1-(4-propan-2-yloxyphenyl)prop-2-en-1-one ClC=1C=C(C=CC1O)/C=C/C(=O)C1=CC=C(C=C1)OC(C)C